The molecule is a glycosyloxyisoflavone that is genistein substituted by a 6-O-beta-D-glucopyranosyl-beta-D-glucopyranoside group at position 7. It has a role as a plant metabolite. It is a disaccharide derivative, a gentiobioside, a glycosyloxyisoflavone and a hydroxyisoflavone. It derives from a genistein. C1=CC(=CC=C1C2=COC3=CC(=CC(=C3C2=O)O)O[C@H]4[C@@H]([C@H]([C@@H]([C@H](O4)CO[C@H]5[C@@H]([C@H]([C@@H]([C@H](O5)CO)O)O)O)O)O)O)O